(S)-4-(2-ethoxyethyl)-5-oxooxazolidin-3-carboxylic acid C(C)OCC[C@@H]1N(COC1=O)C(=O)O